benzyl 6,7-dimethoxy-1-oxo-3,4-dihydroisoquinoline-2(1H)-carboxylate COC=1C=C2CCN(C(C2=CC1OC)=O)C(=O)OCC1=CC=CC=C1